N1N=CC(=C1)CCNC1=NC(=NC(=C1C)C)C(=O)N1CCN(CC1)CC1=CC=CC=C1 4-(4-((2-(1H-pyrazol-4-yl)ethyl)amino)-5,6-dimethylpyrimidine-2-carbonyl)-1-benzylpiperazin